BrC1=CSC2=C1N=CN=C2OC 7-bromo-4-methoxythieno[3,2-d]pyrimidine